tert-butyl (3-((4-bromophenyl)amino)cyclobutyl)carbamate BrC1=CC=C(C=C1)NC1CC(C1)NC(OC(C)(C)C)=O